Cl.ClC=1C=C(C(N2NC3(NC(C21)=O)CCC3)=O)N3C=CC2=C3N=CN=C2 5'-chloro-7'-(7H-pyrrolo[2,3-d]pyrimidin-7-yl)spiro[cyclobutane-1,2'-pyrido[2,1-f][1,2,4]triazine]-4',8'(1'H,3'H)-dione hydrochloride